2-[[[4-cyano-7-[4-[(1S)-2,2,2-trifluoro-1-methyl-ethyl]phenyl]-2,3-dihydrobenzofuran-5-yl]amino]methyl]prop-2-enoic acid C(#N)C1=C(C=C(C2=C1CCO2)C2=CC=C(C=C2)[C@@H](C(F)(F)F)C)NCC(C(=O)O)=C